chlorine Allylpalladium C(C=C)[Pd].[Cl]